N-{4-[2-(2-chlorophenyl)acetamido]pyridin-2-yl}-N-[3-(trifluoromethyl)phenyl]acetamide ClC1=C(C=CC=C1)CC(=O)NC1=CC(=NC=C1)N(C(C)=O)C1=CC(=CC=C1)C(F)(F)F